(2S,4R)-4-fluoro-N-(3-phenylpropyl)pyrrolidine-2-carboxamide hydrochloride Cl.F[C@@H]1C[C@H](NC1)C(=O)NCCCC1=CC=CC=C1